C(C)(C)C1=C(NC2=CC=C(C=C12)C1CCN(CC1)CC(=O)N(C)C)C=1C(=CC=2N(C1)N=NN2)C 2-(4-(3-isopropyl-2-(7-methyltetrazolo[1,5-a]pyridin-6-yl)-1H-indol-5-yl)piperidin-1-yl)-N,N-dimethylacetamide